C(C)(C)O.C(C)(C)O.[Ti+4] titanium (IV) diisopropanol